4-Methyl-1,2-dithiolane-4-carboxamid CC1(CSSC1)C(=O)N